tert-butyl 3-[3-chloro-5-(methylsulfonylmethyl)phenyl]-2,7-dimethyl-5,7-dihydro-4H-pyrazolo[3,4-c]pyridine-6-carboxylate ClC=1C=C(C=C(C1)CS(=O)(=O)C)C=1N(N=C2C(N(CCC21)C(=O)OC(C)(C)C)C)C